10-Tricosenoic acid C(CCCCCCCCC=CCCCCCCCCCCCC)(=O)O